iridium(III) picolinate N1=C(C=CC=C1)C(=O)[O-].[Ir+3].N1=C(C=CC=C1)C(=O)[O-].N1=C(C=CC=C1)C(=O)[O-]